Ethyl 2-(2,6-dimethyl-4-((5-oxo-4-(4-(trifluoromethoxy) phenyl)-4,5-dihydro-1H-1,2,4-triazol-1-yl)methyl-d2)phenoxy)-2-methylpropionate CC1=C(OC(C(=O)OCC)(C)C)C(=CC(=C1)C([2H])([2H])N1N=CN(C1=O)C1=CC=C(C=C1)OC(F)(F)F)C